[Si](C)(C)(C(C)(C)C)OCCOC1=C(C=C(C=C1)[C@@H](C)NC(C1=C(C=CC(=C1)N1CCN(CC1)C)C)=O)OC N-[(1R)-1-[4-[2-[tert-Butyl(dimethyl)silyl]oxyethoxy]-3-methoxy-phenyl]ethyl]-2-methyl-5-(4-methylpiperazin-1-yl)benzamide